ClC=1C=C(C=CC1F)NC1=NC=NC2=CC(=C(C=C12)NCC=1C=C(C=CC1)N1C(NC(CC1)=O)=O)O[C@@H]1COCC1 (S)-1-(3-(((4-((3-chloro-4-fluorophenyl)amino)-7-((tetrahydrofuran-3-yl)oxy)quinazolin-6-yl)amino)methyl)phenyl)dihydropyrimidine-2,4(1H,3H)-dione